NITROBENZAMID [N+](=O)([O-])C1=C(C(=O)N)C=CC=C1